4-ethoxy-1-(4-fluorophenyl)-2-oxo-1,2-Dihydropyridine-3-carboxamide C(C)OC1=C(C(N(C=C1)C1=CC=C(C=C1)F)=O)C(=O)N